CC(C[C@H]1[C@@H](C[C@H]2N(CCC3=CC(=C(C=C23)OC)OCC2(CC2)S(=O)(=O)C)C1)O)(C)C (2R,3R,11bR)-3-(2,2-dimethylpropyl)-9-[(1-methylsulfonylcyclopropyl)methoxy]-10-methoxy-1H,2H,3H,4H,6H,7H,11bH-pyrido[2,1-a]isoquinolin-2-ol